3-(iodomethyl)pyridine ICC=1C=NC=CC1